N1C=CC2=C(C=CC=C12)OCC(CNC(C)C)O 1-(Indol-4-yloxy)-3-(isopropylamino)-2-propanol